(2S)-N-acetyl-N-[(1-acetylpyrrolidin-3-yl)oxy]-2-(4-chlorophenoxy)propanamide C(C)(=O)N(C([C@H](C)OC1=CC=C(C=C1)Cl)=O)OC1CN(CC1)C(C)=O